trans-N-((3-chloropyrazin-2-yl)methyl)-1',3'-dioxohexahydro-1'H-spiro[cyclopropane-1,2'-indolizine]-6'-carboxamide ClC=1C(=NC=CN1)CNC(=O)[C@@H]1CN2C(C3(C([C@@H]2CC1)=O)CC3)=O